2-methyl-2-propanyl 6-((((2-amino-3-methyl-6-quinolinyl)carbonyl)((1R)-1-(2-pyrimidinyl)ethyl)amino)methyl)-3',6'-dihydro[3,4'-bipyridine]-1'(2'H)-carboxylate NC1=NC2=CC=C(C=C2C=C1C)C(=O)N([C@H](C)C1=NC=CC=N1)CC1=CC=C(C=N1)C=1CCN(CC1)C(=O)OC(C)(C)C